ClC[C@H](COC1=C(C=C(C=C1)C(C)(C)C1=CC=C(C=C1)OC[C@@H](CN1CCNCC1)O)Cl)O (s)-1-chloro-3-(2-chloro-4-(2-(4-((R)-2-hydroxy-3-(piperazin-1-yl)propoxy)phenyl)propan-2-yl)phenoxy)propan-2-ol